The molecule is the dihydroxybenzoate anion formed by loss of a proton from the carboxy group of 3,4-dihydroxy-5-polyprenylbenzoic acid. The major species present at pH 7.3, it is an intermediate in the formation of ubiquinone. It is a conjugate base of a 3,4-dihydroxy-5-polyprenylbenzoic acid. CC(=CCC1=C(C(=CC(=C1)C(=O)O)O)[O-])C